ClC1=CC=C(C=C1)NC(NCCC1=CC=C(C=C1)Br)=O 3-(4-chlorophenyl)-1-[2-(4-bromophenyl)ethyl]urea